C(C=C)(=O)OCC(COC1=CC=C(C=C1)C(C)(C)C1=CC=C(C=C1)OCC(COC(C=C)=O)O)O 2,2-Bis[4-(3-acryloyloxy-2-hydroxypropoxy)phenyl]propane